C(C)NCC Di-ethylamin